tert-butyl 4-(2-chloro-5-cyano-3-((8-cyano-4-((4-methoxybenzyl)((1S,2S)-2-methylcyclopropyl)amino)pyrazolo[1,5-a][1,3,5]triazin-2-yl)amino)phenyl)piperazine-1-carboxylate ClC1=C(C=C(C=C1NC1=NC=2N(C(=N1)N([C@@H]1[C@H](C1)C)CC1=CC=C(C=C1)OC)N=CC2C#N)C#N)N2CCN(CC2)C(=O)OC(C)(C)C